(S)-4-[3-(2-chloro-5-fluoro-phenyl)-1,4-oxazepan-4-yl]-6-methyl-pyrimidin-2-amine ClC1=C(C=C(C=C1)F)[C@H]1COCCCN1C1=NC(=NC(=C1)C)N